CC(C(C(C(=O)N)(C)C)(C)C)(CCCCCC)C Hexamethylendodecanamid